trimethyl-ammonium tetraphenyl-borohydride C1(=CC=CC=C1)[B-](C1=CC=CC=C1)(C1=CC=CC=C1)C1=CC=CC=C1.C[NH+](C)C